ClC=1C(=NC(=NC1)N[C@@H]1C[C@H]2CO[C@@H]([C@H]1O)O2)C=2C=C(C1=C(N(C(=N1)N1C[C@H](CC1)F)C(C)C)C2)F (1S,3R,4S,5R)-3-((5-chloro-4-(4-fluoro-2-((S)-3-fluoropyrrolidin-1-yl)-1-isopropyl-1H-benzo[d]imidazol-6-yl)pyrimidin-2-yl)amino)-6,8-dioxabicyclo[3.2.1]octan-4-ol